3-methoxy-N-(oxetan-3-yl)benzamide COC=1C=C(C(=O)NC2COC2)C=CC1